tributylammonium tetrakis(perfluorophenyl)borate FC1=C(C(=C(C(=C1F)F)F)F)[B-](C1=C(C(=C(C(=C1F)F)F)F)F)(C1=C(C(=C(C(=C1F)F)F)F)F)C1=C(C(=C(C(=C1F)F)F)F)F.C(CCC)[NH+](CCCC)CCCC